Cl.C(C)(C)OC([C@@H](CN)NC(=O)OCC1=CC=CC=C1)=O (R)-3-amino-2-(((benzyloxy)carbonyl)amino)propionic acid isopropyl ester HCl salt